C(C)(C)(C)OC(=O)N1[C@H](CN([C@H](C1)C)C(NC=1SC(=C(N1)C1=CC(=CC=C1)C#N)C1=CC(=NC(=C1)C)C)=O)C (2s,5s)-4-[[4-(3-cyanophenyl)-5-(2,6-dimethyl-4-pyridinyl)thiazol-2-yl]carbamoyl]-2,5-dimethyl-piperazine-1-carboxylic acid tert-butyl ester